1,3-dimethyl-tetramethoxydisiloxane C[Si](O[Si](C)(OC)OC)(OC)OC